5,6-dihydroxyindole-2-carboxylic acid ethyl ester C(C)OC(=O)C=1NC2=CC(=C(C=C2C1)O)O